7-bromo-4-chloro-5-(2-fluoro-4-nitrophenyl)-5H-pyrrolo[3,2-d]pyrimidine BrC1=CN(C2=C1N=CN=C2Cl)C2=C(C=C(C=C2)[N+](=O)[O-])F